FC([C@H](C)OC1=C(C(=O)N)C=CC=C1)(F)F [(2S)-1,1,1-trifluoropropan-2-yl]oxylbenzamide